CC=1C=C(C=NC1N1CC=2C=C(C=NC2CC1)NC1=NC=CC=C1)C#N 5-methyl-6-[3-(2-pyridylamino)-7,8-dihydro-5H-1,6-naphthyridin-6-yl]pyridine-3-carbonitrile